N1-(2-(dimethylamino)ethyl)-5-((4-methoxybenzyl)oxy)-2-nitrobenzene-1,4-diamine CN(CCNC1=C(C=C(C(=C1)OCC1=CC=C(C=C1)OC)N)[N+](=O)[O-])C